OCCC1CCC(CC1)N1N=C2C=C(C(=CC2=C1)NC(C1=NC(=CC=C1)C(F)(F)F)=O)C(C)(C)O N-(2-((1r,4r)-4-(2-hydroxyethyl)cyclohexyl)-6-(2-hydroxypropan-2-yl)-2H-indazol-5-yl)-6-(trifluoromethyl)picolinamide